C(=CC)C[Si](C)(C)CCCCCCCC propenyl-octyl-trimethylsilane